C12C=CC(C(C1)CN1CCC3(C(C3)CNC3=NC=C(C=C3)C=3C(=NN(C3)C)C)CC1)C2 N-[[6-(5-bicyclo[2.2.1]hept-2-enylmethyl)-6-azaspiro[2.5]octan-2-yl]methyl]-5-(1,3-dimethylpyrazol-4-yl)pyridin-2-amine